ClC1=C(C=CC(=C1)[N+](=O)[O-])NC(C1=C(C(=CC=C1)C(C)C)O)=O N-(2-Chloro-4-Nitro-Phenyl)-2-Hydroxy-3-Isopropyl-Benzamide